C(CCCCCCCCCCCC)(=O)OCC(OC(CCCCCCCCCCCCC)=O)COP(=O)(O)OC[C@H](N)C(=O)O 1-tridecanoyl-2-tetradecanoyl-glycero-3-phosphoserine